C(C)N1C=C(C(C2=C1N=NC(=C2)OC2CC1=CC=CC=C1C2)=O)C(=O)N2C[C@H](OCC2)C(C)C 8-Ethyl-3-indan-2-yloxy-6-[(2R)-2-isopropylmorpholine-4-carbonyl]pyrido[2,3-c]pyridazin-5-one